[N+](=O)([O-])C=1C(=CC=2C(=C3N(C2C1)CCCN3)[N+](=O)[O-])C(=O)OC 7,10-dinitro-8-methoxycarbonyl-1,2,3,4-tetrahydropyrimidino[1,2-a]indole